6-(isoxazol-4-yl)-N-(2-(4-(((5-(trifluoromethyl)-1H-indol-2-yl)methyl)amino)butoxy)ethyl)-1H-indazol-4-amine O1N=CC(=C1)C=1C=C(C=2C=NNC2C1)NCCOCCCCNCC=1NC2=CC=C(C=C2C1)C(F)(F)F